C(C)C=1N=C(C2=CC(=CC=C2C1C1=CC=C(C=C1)F)O)O[C@H](C(=O)OC)C Methyl (S)-2-((3-ethyl-4-(4-fluorophenyl)-7-hydroxyisoquinolin-1-yl)oxy)propanoate